1-(9-((2R,4S,5R)-5-((bis(4-methoxyphenyl)(phenyl)methoxy)methyl)-4-hydroxytetrahydrofuran-2-yl)-8-oxo-8,9-dihydro-7H-purin-6-yl)-3-methylurea COC1=CC=C(C=C1)C(OC[C@@H]1[C@H](C[C@@H](O1)N1C2=NC=NC(=C2NC1=O)NC(=O)NC)O)(C1=CC=CC=C1)C1=CC=C(C=C1)OC